Cl.CO[C@H]1[C@@H](CC1)N (1R,2R)-2-methoxycyclobutylamine hydrochloride